5-[(3R,5S)-3,5-dimethylpiperazin-1-yl]-2-(trifluoromethyl)pyrimidine C[C@@H]1CN(C[C@@H](N1)C)C=1C=NC(=NC1)C(F)(F)F